(8-chloro-2-fluoro-6-(methoxymethoxy)naphthalen-1-yl)(methyl)sulfane ClC=1C=C(C=C2C=CC(=C(C12)SC)F)OCOC